N1(CCC1)C=1N=CC(=NC1)C(C)O 1-(5-(azetidin-1-yl)pyrazin-2-yl)ethanol